BrC=1C=C2C(=NC1)CN(C2=O)CCNC2=NC=CC1=CC=C(C=C21)C2=NOC(=N2)C 3-bromo-6-(2-{[7-(5-methyl-1,2,4-oxadiazol-3-yl)isoquinolin-1-yl]amino}ethyl)-5H,6H,7H-pyrrolo[3,4-b]pyridin-5-one